4-(4-((1R,5S,6r)-3-Azabicyclo[3.1.1]heptan-6-yl)phenyl)-7-(4-(trifluoromethyl)phenyl)-2-naphthoic acid [C@H]12CNC[C@H](C1C1=CC=C(C=C1)C1=CC(=CC3=CC(=CC=C13)C1=CC=C(C=C1)C(F)(F)F)C(=O)O)C2